C(C)(=O)SCC1CCC(CC1)C(=O)OC (1r,4r)-methyl 4-((acetylthio)methyl)cyclohexanecarboxylate